C(#C)C=1C=CC(=C(C1)O)C=1N=NC(=CC1C)N[C@H]1CN(CCC1)C (R)-5-ethynyl-2-(4-methyl-6-((1-methylpiperidin-3-yl)amino)pyridazin-3-yl)phenol